2-[6-(piperazin-1-yl)[1,3]thiazolo[4,5-c]pyridazin-3-yl]-5-(1H-pyrazol-4-yl)phenol N1(CCNCC1)C=1SC2=C(N=NC(=C2)C2=C(C=C(C=C2)C=2C=NNC2)O)N1